2-(6-bromo-3-(6-chlorochromane-3-carbonyl)-1H-pyrrolo[3,2-c]pyridin-1-yl)ethyl methanesulfonate CS(=O)(=O)OCCN1C=C(C=2C=NC(=CC21)Br)C(=O)C2COC1=CC=C(C=C1C2)Cl